2-Methyl-2-propanyl (3aS,4R,6aR)-4-aminohexahydrocyclopenta[c]pyrrole-2(1H)-carboxylate N[C@@H]1CC[C@H]2CN(C[C@H]21)C(=O)OC(C)(C)C